14-Chloro-5-fluoro-15-hydroxy-17,17-dioxo-10-oxa-17λ6-thia-18-azapentacyclo[17.6.1.112,16.02,7.021,25]heptacosa-1(25),2,4,6,12,14,16(27),19(26),20-nonaen-11-one ClC=1C=C2C(OCCC3=CC(=CC=C3C3=C4CCCC4=CC(NS(C(C1O)=C2)(=O)=O)=C3)F)=O